N-{4-[7-(2,2-Difluoroethoxy)-3-(pyridin-2-yl)-1H-pyrrolo[3,2-b]pyridin-2-yl]pyridin-2-yl}-4,4-difluoro-2-(4-fluorophenyl)butanamid FC(COC1=C2C(=NC=C1)C(=C(N2)C2=CC(=NC=C2)NC(C(CC(F)F)C2=CC=C(C=C2)F)=O)C2=NC=CC=C2)F